[(3S)-1-[6-(4-chloro-2-methoxy-6-methyl-phenyl)pyridazin-3-yl]pyrrolidin-3-yl]methanol ClC1=CC(=C(C(=C1)C)C1=CC=C(N=N1)N1C[C@H](CC1)CO)OC